1-(morpholinomethyl)bicyclo[2.2.2]octane-4-carboxamidine O1CCN(CC1)CC12CCC(CC1)(CC2)C(=N)N